ClC1=CC(=C2C(C(=CN(C2=N1)C1=NC(=NS1)N1N=CC=C1)C(=O)O)=O)C 7-chloro-5-methyl-4-oxo-1-[3-(1H-pyrazol-1-yl)-1,2,4-thiadiazol-5-yl]-1,4-dihydro-1,8-naphthyridine-3-carboxylic acid